C(C)(C)[Si](C#CC=1OC(=CN1)C(=O)OC(C)(C)C)(C(C)C)C(C)C tert-Butyl 2-(2-triisopropylsilylethynyl)oxazole-5-carboxylate